CN1N=C(C(=C1)SC)C(=O)N1CCC(CC1)C1=NNC=N1 3-(1-{[1-methyl-4-(methylthio)-3-pyrazolyl]carbonyl}-4-piperidyl)-1H-1,2,4-triazol